p-phenylenebenzobisthiazole C1(=CC=C(C=C1)C=1SC2=C(N1)C=CC=C2)C=2SC1=C(N2)C=CC=C1